6-(4-(methoxy-d3)phenyl)-5-((1-methyl-1H-pyrazol-3-yl)methoxy)isoindolin-1-one C(OC1=CC=C(C=C1)C1=C(C=C2CNC(C2=C1)=O)OCC1=NN(C=C1)C)([2H])([2H])[2H]